6-chloro-N-(4-methoxybenzyl)-1-(4-(pyrrolidin-1-ylmethyl)benzyl)-1H-pyrazolo[3,4-d]pyrimidin-4-amine ClC1=NC(=C2C(=N1)N(N=C2)CC2=CC=C(C=C2)CN2CCCC2)NCC2=CC=C(C=C2)OC